1-[4-hydroxy-6-[5-[(6-methylpyridazin-3-yl)amino]benzimidazol-1-yl]-2-pyridyl]-5-methyl-pyrazole-3-carbonitrile OC1=CC(=NC(=C1)N1C=NC2=C1C=CC(=C2)NC=2N=NC(=CC2)C)N2N=C(C=C2C)C#N